FC1=C(OC2=C(N=C(S2)C(=O)NCCNC(OC(C)(C)C)=O)C)C=CC(=C1)N1N=CN(C1=O)CC1=C(C=CC=C1)F tert-butyl (2-(5-(2-fluoro-4-(4-(2-fluorobenzyl)-5-oxo-4,5-dihydro-1H-1,2,4-triazol-1-yl)phenoxy)-4-methylthiazole-2-carboxamido)ethyl)carbamate